C(=C)(C)C1=C2CN(C(C2=CC=C1)C(=O)O)CC1=C(C=C(C=C1C)C)C 4-isopropenyl-2-[(2,4,6-trimethylphenyl)methyl]isoindoline-1-carboxylic acid